BrC1=CC=C(C=C1)C1CC=2N=C(SC2CO1)N 6-(4-bromophenyl)-6,7-dihydro-4H-pyrano[4,3-d]thiazol-2-amine